C(C)(C)NC1=C(C#N)C=C(C=C1)C1=NC(=NO1)C1=CC=C2CCC(NC2=C1)=O 2-(isopropylamino)-5-(3-(2-oxo-1,2,3,4-tetrahydroquinolin-7-yl)-1,2,4-oxadiazol-5-yl)benzonitrile